3-(4-(aminomethyl)phenyl)-6-((1-(2-fluoro-4-(isoxazol-4-yl)benzyl)-4-hydroxypiperidin-4-yl)methyl)-2-methyl-2,6-dihydro-7H-pyrazolo[4,3-d]pyrimidin-7-one dihydrochloride Cl.Cl.NCC1=CC=C(C=C1)C=1N(N=C2C1N=CN(C2=O)CC2(CCN(CC2)CC2=C(C=C(C=C2)C=2C=NOC2)F)O)C